FC=1C=C(C=CC1CC1CC2(C1)CN(CC2)C(C(C)C)=O)NC(OCC2=CN=CO2)=O oxazol-5-ylmethyl (3-fluoro-4-((6-isobutyryl-6-azaspiro[3.4]octan-2-yl)methyl)phenyl)carbamate